FC1=C(C=C([O-])C=C1)C.[Li+] Lithium 4-fluoro-3-methylphenoxide